C1(=CC=CC=C1)[C@H](C)NCC(=O)O (S)-N-(1-Phenylethyl)glycin